N-{2-[(3S,4R)-3-fluoro-4-(2H3)methoxypiperidin-1-yl]pyrimidin-4-yl}-8-[3-(methanesulfonylmeth-yl)azetidin-1-yl]-5-(propan-2-yl)isoquinolin-3-amine F[C@H]1CN(CC[C@H]1OC([2H])([2H])[2H])C1=NC=CC(=N1)NC=1N=CC2=C(C=CC(=C2C1)C(C)C)N1CC(C1)CS(=O)(=O)C